FC1=C2C(NC(=NC2=CC(=C1)OCC1CN(CCO1)C)CSC1CCOCC1)=O 5-Fluoro-7-((4-methylmorpholin-2-yl)methoxy)-2-(((tetrahydro-2H-pyran-4-yl)thio)methyl)quinazolin-4(3H)-one